C(C1=CC=CC=C1)OC1=C(C=C(C=C1)F)[N+](=O)[O-] 1-(Benzyloxy)-4-Fluoro-2-Nitrobenzene